ethyl 2-chloro-5-ethylthiazole-4-carboxylate ClC=1SC(=C(N1)C(=O)OCC)CC